Bis(isothiocyanatooxy)bipyridylamine N(=C=S)OC=1C(=C(C(=NC1)C1=NC=CC=C1)N)ON=C=S